ClC1=C(C(=O)N)C=CC=N1 2-chloronicotinamide